COC=1C=CC=2NC3=CC=C(C=C3C2C1)OC 3,6-dimethoxy-9h-carbazole